2-(7-fluoro-4-methyl-1H-indol-1-yl)propanoic acid FC=1C=CC(=C2C=CN(C12)C(C(=O)O)C)C